N-(5-amino-2-methyl-phenyl)methanesulfonamide NC=1C=CC(=C(C1)NS(=O)(=O)C)C